2-(morpholin-4-yl)-8-[2-(tetrahydropyran-2-yl)-2H-pyrazol-3-yl]-[1,7]Naphthyridin-4-ol N1(CCOCC1)C1=NC2=C(N=CC=C2C(=C1)O)C=1N(N=CC1)C1OCCCC1